6-(aminomethyl)-7-methoxyisoquinolin-1-amine NCC=1C=C2C=CN=C(C2=CC1OC)N